[N+](=[N-])=CC(CC[C@@H](C(=O)OCOC1CC1)NC([C@H](C)OC)=O)=O cyclopropoxymethyl (S)-6-diazo-2-((S)-2-methoxypropanamido)-5-oxohexanoate